α-ketosuccinamic acid O=C(C(=O)O)CC(=O)N